CC1=NOC(=C1)[C@@H](C)C1=NC2=CC=CC=C2C(=C1)C(=O)N ((S)-1-(3-methylisoxazol-5-yl)-ethyl)quinoline-4-carboxamide